N-(5-chloro-6-(2H-1,2,3-triazol-2-yl)pyridin-3-yl)-1-(1-((N-methylformamido)methyl)isoquinolin-4-yl)-5-(trifluoromethyl)-1H-pyrazole-4-carboxamide ClC=1C=C(C=NC1N1N=CC=N1)NC(=O)C=1C=NN(C1C(F)(F)F)C1=CN=C(C2=CC=CC=C12)CN(C=O)C